OCC(=O)NCC1=CC(=NC=C1)NC=1SC2=C(N1)C=CC(=C2)C2=CC=NC=C2 2-hydroxy-N-((2-((6-(pyridin-4-yl)benzo[d]thiazol-2-yl)amino)pyridin-4-yl)methyl)acetamide